C1(=CC=CC=C1)C1=NC(=NC(=N1)C1=CC=CC=C1)C=1C=C(C=CC1C1=CC=CC=C1)C1=C(C=CC=C1)C1=NC(=NC(=N1)C1=CC=CC=C1)C1=C(C=CC=C1)C1=CC=C(C=C1)C#N 2'-(4-(3'-(4,6-diphenyl-1,3,5-triazin-2-yl)-[1,1':4',1''-terphenyl]-2-yl)-6-phenyl-1,3,5-triazin-2-yl)-[1,1'-biphenyl]-4-carbonitrile